N-((4,6-dimethyl-2-oxo-1,2-dihydropyridin-3-yl)methyl)-5-(trans-3-(cis-2,6-dimethylmorpholino)cyclobutoxy)-2-methyl-3-((tetrahydro-2H-pyran-4-yl)amino)benzamide CC1=C(C(NC(=C1)C)=O)CNC(C1=C(C(=CC(=C1)O[C@@H]1C[C@H](C1)N1C[C@@H](O[C@@H](C1)C)C)NC1CCOCC1)C)=O